CCN(C(=O)C1CC1)CCCCCC N-(2-ethyl)hexyl-1-cyclopropyl-formamide